3-benzyl-2-(4-bromo-2-fluorobenzoyl)-3,4,6,7-tetrahydro-5H-imidazo[4,5-c]pyridine-5,6-dicarboxylate C(C1=CC=CC=C1)N1C(=NC2=C1CN(C(C2)C(=O)[O-])C(=O)[O-])C(C2=C(C=C(C=C2)Br)F)=O